2-chloro-4-(methoxycarbonyl)pyridine 1-oxide ClC1=[N+](C=CC(=C1)C(=O)OC)[O-]